manganese-iron-manganese [Mn].[Fe].[Mn]